(S)-2-(4-(6-((4-cyanothiazol-2-yl)methoxy)pyridin-2-yl)-2,5-difluorobenzyl)-1-(oxetan-2-ylmethyl)-1H-benzo[d]imidazole-6-carboxylic acid C(#N)C=1N=C(SC1)COC1=CC=CC(=N1)C1=CC(=C(CC2=NC3=C(N2C[C@H]2OCC2)C=C(C=C3)C(=O)O)C=C1F)F